C(C)(C)(C)C1=C(C(=CC(=C1)Br)Br)O 2-tert-butyl-4,6-dibromophenol